2-(2-cyanoacetamido)propionic acid C(#N)CC(=O)NC(C(=O)O)C